3-(((6-chloro-2-(trifluoromethyl)quinolin-4-yl)amino)methyl)-3-(4-(cyanomethyl)-1H-pyrazol-1-yl)-N-(methyl-d3)azetidine-1-carboxamide ClC=1C=C2C(=CC(=NC2=CC1)C(F)(F)F)NCC1(CN(C1)C(=O)NC([2H])([2H])[2H])N1N=CC(=C1)CC#N